ClC1=C2C(N(C(NC2=C(C=C1)S(=O)(=O)C1=CC=CC=C1)=O)O)=O 5-chloro-3-hydroxy-8-(phenylsulfonyl)quinazoline-2,4(1H,3H)-dione